5-((dimethylamino)methylene)spiro[2.4]heptan-4-one CN(C)C=C1C(C2(CC2)CC1)=O